ClC=1C(=NC(=NC1)NC1=NC(=NC=C1)C)C1=CC=C2CN(C(C2=C1)=O)[C@@H](C(=O)N[C@H](CO)C1=CC(=CC(=C1)C)F)C (2R)-2-(6-{5-Chloro-2-[(2-methylpyrimidin-4-yl)amino]pyrimidin-4-yl}-1-oxo-2,3-dihydro-1H-isoindol-2-yl)-N-[(1S)-1-(3-fluoro-5-methylphenyl)-2-hydroxyethyl]propanamid